COC1=CC=C(CN2C(CC(CC2C)=O)C)C=C1 1-(4-methoxybenzyl)-2,6-dimethylpiperidin-4-one